7-(4-(isopropylamino)-5-(5-(4-(oxetan-3-yl)piperazin-1-yl)-1,3,4-thiadiazol-2-yl)pyridin-2-yl)pyrrolo[1,2-b]pyridazine-3-carbonitrile C(C)(C)NC1=CC(=NC=C1C=1SC(=NN1)N1CCN(CC1)C1COC1)C1=CC=C2N1N=CC(=C2)C#N